iridium(III) acetate C(C)(=O)[O-].[Ir+3].C(C)(=O)[O-].C(C)(=O)[O-]